Cl.ClC=1C2=CN(N=C2C(=C(C1)C1=CC=C(C=C1)N1CCNCC1)Cl)C(C(=O)NC=1SC=CN1)C1=C2N(C=N1)CCC2 2-(4,7-dichloro-6-(4-(piperazin-1-yl)phenyl)-2H-indazol-2-yl)-2-(6,7-dihydro-5H-Pyrrolo[1,2-c]Imidazol-1-yl)-N-(thiazol-2-yl)acetamide hydrochloride